benzyl 6,7-dimethoxy-1-oxo-3,4-dihydroisoquinolin-2(1H)-carboxylate COC=1C=C2CCN(C(C2=CC1OC)=O)C(=O)OCC1=CC=CC=C1